Cl.COC=1C=C2C(=NC=NC2=CC1OC)N1CCN(CCC1)S(=O)(=O)N 4-(6,7-dimethoxyquinazolin-4-yl)-1,4-diazacycloheptane-1-sulfonamide hydrochloride